N1C=NC2=C1C=CC(=C2)NC(CN)C2=C(C(=C(C=C2)C2=CSC(=C2)C)F)F N1-(1H-Benzimidazol-5-yl)-1-[2,3-difluoro-4-(5-methylthiophen-3-yl)phenyl]ethane-1,2-diamine